FC=1C=C2C(C(=C(N3C2=C(C1)C(CC3)=NOC)CO)I)=O 9-fluoro-2-iodo-3-(hydroxymethyl)-7-(methoxyimino)-6,7-dihydro-1H,5H-pyrido[3,2,1-ij]quinolin-1-one